tert-butyl 2-fluoro-6-(4-(methoxycarbonyl)phenyl)-2-methyl-7-azaspiro[3.5]nonane-7-carboxylate FC1(CC2(C1)CC(N(CC2)C(=O)OC(C)(C)C)C2=CC=C(C=C2)C(=O)OC)C